O=C([C@@H](O)[C@@H](O)[C@H](O)[C@H](O)CO)[O-] Mannonat